aluminum ethoxy mono(ethylacetoacetate) C(C)CC(CC(=O)OOCC)=O.[Al]